5-hydroxy-2-(trifluoromethyl)benzoic acid methyl ester COC(C1=C(C=CC(=C1)O)C(F)(F)F)=O